tert-butyl N-cyclopropyl-N-[1-[8-[(8-fluoro-7-methoxy-2-methyl-imidazo[1,2-a]pyridin-6-yl)carbamoyl]cinnolin-5-yl]-4-piperidyl]carbamate C1(CC1)N(C(OC(C)(C)C)=O)C1CCN(CC1)C1=C2C=CN=NC2=C(C=C1)C(NC=1C(=C(C=2N(C1)C=C(N2)C)F)OC)=O